NCCCCCNCCCCCN bis(5-aminopentyl)amine